rhenium sulfur arsenic acid [As](O)(O)(O)=O.[S].[Re]